BrC1=C2C=NC(=NC2=C(C=C1F)F)Cl 5-bromo-2-chloro-6,8-difluoroquinazoline